N-{4-[(4-chlorophenylamino)methyl]-2-fluorophenyl}butyramide ClC1=CC=C(C=C1)NCC1=CC(=C(C=C1)NC(CCC)=O)F